C1(CC1)CN1C2[C@@]3(CCC([C@H]4[C@]3(CC1)C1=C(O4)C(=CC=C1C2)OC(C(C)C2CCCC2)=O)=O)O cyclopentylpropionic acid (4aS,7aR,12bS)-3-(cyclopropylmethyl)-4a-hydroxy-7-oxo-2,3,4,4a,5,6,7,7a-octahydro-1H-4,12-methanobenzofuro[3,2-e]isoquinolin-9-yl ester